N-(1-(4-chloro-2-methyl-phenyl)ethyl)acetamide ClC1=CC(=C(C=C1)C(C)NC(C)=O)C